aminoguanidine HCl Cl.N=C(N)NN